N-(2-cyanoethyl)-N-methyl-N-(4-methylpent-1-yl)-amine C(#N)CCN(CCCC(C)C)C